(R)-2-chloro-N-(5-chloro-6-(1-methyl-1H-tetrazol-5-yl)pyridin-3-yl)-8,8-dimethyl-7,8-dihydro-6H-cyclopenta[e]pyrazolo[1,5-a]pyrimidine-6-carboxamide ClC1=NN2C(N=CC3=C2C(C[C@H]3C(=O)NC=3C=NC(=C(C3)Cl)C3=NN=NN3C)(C)C)=C1